(2S,4R)-1-[(2S)-2-(4-cyclopropyltriazol-1-yl)-3,3-dimethyl-butanoyl]-4-hydroxy-N-[[2-(2,2,2-trifluoroethyl)pyrazol-3-yl]methyl]pyrrolidine-2-carboxamide C1(CC1)C=1N=NN(C1)[C@H](C(=O)N1[C@@H](C[C@H](C1)O)C(=O)NCC=1N(N=CC1)CC(F)(F)F)C(C)(C)C